C(#N)[13CH2]C(=O)O cyanoacetic acid-2-13C